3-[(1-naphthoylamino)methyl]-5-[(2S)-1-isobutylsulfonylpyrrolidin-2-yl]-1,2,4-oxadiazole C1(=CC=CC2=CC=CC=C12)C(=O)NCC1=NOC(=N1)[C@H]1N(CCC1)S(=O)(=O)CC(C)C